(+)-1-(1-(3-amino-4-fluorophenyl)-3-cyclopropyl)piperidin-2-one NC=1C=C(C=CC1F)C1CC1N1C(CCCC1)=O